3-methyl-1-(5-(((3S,5R)-3-methyl-5-(4-methyl-1-oxo-1,3-dihydroisobenzofuran-5-yl)piperazin-1-yl)methyl)pyrimidin-2-yl)-1H-pyrazole-4-carbonitrile CC1=NN(C=C1C#N)C1=NC=C(C=N1)CN1C[C@@H](N[C@@H](C1)C=1C(=C2COC(C2=CC1)=O)C)C